tert-butyl ((1r,3r)-3-(4-(2-(4-((5-(dimethylamino)pyrazin-2-yl)oxy)phenyl) propan-2-yl)phenoxy)cyclobutyl)carbamate CN(C=1N=CC(=NC1)OC1=CC=C(C=C1)C(C)(C)C1=CC=C(OC2CC(C2)NC(OC(C)(C)C)=O)C=C1)C